ClC1=CC=C(C=2SC3=CC=CC=C3CC12)OCCC chloro-4-propoxy-9H-thioxanthen